C(C)OC1=NC=2C(=NC=CC2C2=NN(C=C2)C(=O)NCC(F)(F)F)N1 (2-ethoxy-3H-imidazo[4,5-b]pyridin-7-yl)-N-(2,2,2-trifluoroethyl)-1H-pyrazole-1-carboxamide